1-methyl-4-(3-(trifluoromethoxy)prop-1-en-2-yl)benzene-3-d CC1=CC(=C(C=C1)C(=C)COC(F)(F)F)[2H]